C(C)C1=CC(=CC(=C1O)C(C)(C)C)C 6-ethyl-tert-butyl-4-methylphenol